N-[4-amino-1-(2-trimethylsilylethoxymethyl)pyrazolo[4,3-c]pyridin-7-yl]-N'-benzyl-N'-[(4-fluoro-2-methyl-phenyl)methyl]oxamide NC1=NC=C(C2=C1C=NN2COCC[Si](C)(C)C)NC(=O)C(=O)N(CC2=C(C=C(C=C2)F)C)CC2=CC=CC=C2